3-fluoro-2-(trifluoromethyl)-6-vinylpyridine FC=1C(=NC(=CC1)C=C)C(F)(F)F